C(C)(=O)N1CC(C1)OC1=CC=C(C=C1)C#CC1=CN=C(C=2N=NC(=CC21)NC(=O)C2CC2)NC N-(5-((4-((1-acetylazetidin-3-yl)oxy)phenyl)ethynyl)-8-(methylamino)pyrido[3,4-c]pyridazin-3-yl)cyclopropanecarboxamide